2-(5-{[(1S,2R,3R,5R)-2-fluoro-1,5-dimethyl-8-azabicyclo[3.2.1]octan-3-yl](methyl)amino}pyrazin-2-yl)-5-(1,3,4-oxadiazol-2-yl)phenol F[C@H]1[C@@]2(CC[C@](C[C@H]1N(C=1N=CC(=NC1)C1=C(C=C(C=C1)C=1OC=NN1)O)C)(N2)C)C